ClC=1C(=CC(=NC1)C)C1=CC(=NN1)C(=O)N1CCC(CC1)C(=O)NCC1=CC(=CC=C1)Cl 1-[5-(5-chloro-2-methylpyridin-4-yl)-1H-pyrazole-3-carbonyl]-N-[(3-chlorophenyl)methyl]piperidine-4-carboxamide